N1(CCNCCC1)C1=C(C#N)C=CC=C1 2-(1,4-diazepan-1-yl)benzonitrile